(2S,3S,4R,5R)-N-ethyl-3,4-dihydroxyl-5-(6-(methylamino)-2-(1,3,5-trimethyl-1H-pyrazol-4-yl)-9H-purin-9-yl)tetrahydrofuran-2-carboxamide C(C)NC(=O)[C@H]1O[C@H]([C@@H]([C@@H]1O)O)N1C2=NC(=NC(=C2N=C1)NC)C=1C(=NN(C1C)C)C